3,4-dimethyl-3-penten-2-one CC(C(C)=O)=C(C)C